1-Methyl-1H-pyrazole-5-sulphonyl chloride CN1N=CC=C1S(=O)(=O)Cl